tert-butyl 3-(2-(2-(2-(4-(4-(2,5-dioxo-2,5-dihydro-1H-pyrrol-1-yl)benzoyl)piperazin-1-yl)ethoxy)ethoxy)ethoxy)propanoate O=C1N(C(C=C1)=O)C1=CC=C(C(=O)N2CCN(CC2)CCOCCOCCOCCC(=O)OC(C)(C)C)C=C1